C(CCC(=O)C)(=O)C(CO[C@H]1[C@@H](O[C@@H]([C@H]1O)CO)N1C(=O)NC(=O)C=C1)O 2'-O-(2-Levulinyl-hydroxyethyl)-uridine